4-chloro-2-[(6-chloro-3-pyridazinyl) amino]-phenyl acetate C(C)(=O)OC1=C(C=C(C=C1)Cl)NC=1N=NC(=CC1)Cl